N-Methyl-3-(4-(1-methylcyclopropyl)phenyl)cyclobutan-1-amine, trifluoroacetate salt FC(C(=O)O)(F)F.CNC1CC(C1)C1=CC=C(C=C1)C1(CC1)C